4-(4-isopropyl-2,5-dioxoimidazolidin-4-yl)-5-methoxy-2-methylbenzoic acid C(C)(C)C1(NC(NC1=O)=O)C1=CC(=C(C(=O)O)C=C1OC)C